The molecule is a sulfoglycolipid in which alpha,alpha-trehalose, sulfated at the 2'-position, is acylated at the 2-position with palmitic acid, and at the 3-position with a hydroxyphthioceranoic acid (an octamethyl-branched dextrogyre C32 long chain where the stereochemistry at all methyl branches is L). It is a sulfoglycolipid and a polyacyl alpha,alpha-trehalose derivative. It derives from an alpha,alpha-trehalose. CCCCCCCCCCCCCCCC([C@H](C)C[C@H](C)C[C@H](C)C[C@H](C)C[C@H](C)C[C@H](C)C[C@H](C)C[C@H](C)C(=O)O[C@H]1[C@@H]([C@H](O[C@@H]([C@@H]1OC(=O)CCCCCCCCCCCCCCC)O[C@@H]2[C@@H]([C@H]([C@@H]([C@H](O2)CO)O)O)OS(=O)(=O)O)CO)O)O